2-[4-(2,2-difluorocyclopropyl)-6-methoxy-pyrimidin-5-yl]-7-[[4-[1-methyl-4-(trifluoromethyl)imidazol-2-yl]phenyl]methyl]-5H-pyrrolo[3,2-d]pyrimidine FC1(C(C1)C1=NC=NC(=C1C=1N=CC2=C(N1)C(=CN2)CC2=CC=C(C=C2)C=2N(C=C(N2)C(F)(F)F)C)OC)F